N-benzyloxycarbonyl-S-benzylcysteinyl-tyrosyl-isoleucyl-glutaminyl-asparaginyl-(S-benzyl)cysteinyl-prolyl-leucyl-glycinamide C(C1=CC=CC=C1)OC(=O)N[C@@H](CSCC1=CC=CC=C1)C(=O)N[C@@H](CC1=CC=C(C=C1)O)C(=O)N[C@@H]([C@@H](C)CC)C(=O)N[C@@H](CCC(N)=O)C(=O)N[C@@H](CC(N)=O)C(=O)N[C@@H](CSCC1=CC=CC=C1)C(=O)N1[C@@H](CCC1)C(=O)N[C@@H](CC(C)C)C(=O)NCC(=O)N